OC(COC1=NC(=CC(=C1)C=1C=C(C=CC1C)NC(=O)N1C[C@@H](CC1)CC(F)(F)F)N1CCOCC1)(C)C (S)-N-(3-(2-(2-hydroxy-2-methylpropoxy)-6-morpholinopyridin-4-yl)-4-methylphenyl)-3-(2,2,2-trifluoroethyl)pyrrolidine-1-carboxamide